FC(C=1C=C(C=C(C1)C(F)(F)F)C1=NN(C=N1)/C=C/C1=CC(N(N=C1)C1OCCCC1)=O)(F)F (E)-5-(2-(3-(3,5-bis(trifluoromethyl)phenyl)-1H-1,2,4-triazole-1-yl)vinyl)-2-(tetrahydro-2H-pyran-2-yl)pyridazin-3(2H)-one